5-[2-ethoxy-5-(4-ethylpiperidine-1-carbonyl)phenyl]-1-methyl-3-propyl-4H-pyrazolo[4,3-d]pyrimidin-7-one C(C)OC1=C(C=C(C=C1)C(=O)N1CCC(CC1)CC)C1=NC(C2=C(N1)C(=NN2C)CCC)=O